C(C1=CC=CC=C1)(=O)OC(C(C)C)CC(C(CC)CC)OC(C1=CC=CC=C1)=O 2-methyl-6-ethyl-3,5-octanediol dibenzoate